(3-(6-bromo-5-fluoropyrrolo[2,1-f][1,2,4]triazin-4-yl)-3,8-diazabicyclo[3.2.1]oct-8-yl)(cyclopropyl)methanone BrC=1C(=C2C(=NC=NN2C1)N1CC2CCC(C1)N2C(=O)C2CC2)F